3-(sulfamoyloxy)prop-1-yn S(N)(=O)(=O)OCC#C